C(CCC)OC=C butyl-vinyl ether